2,2-bis(2-methoxy-4-aminophenyl)hexafluoropropane COC1=C(C=CC(=C1)N)C(C(F)(F)F)(C(F)(F)F)C1=C(C=C(C=C1)N)OC